6-(1-Methyl-1H-pyrazol-4-yl)-4-(6-(piperazin-1-yl)pyridin-3-yl)pyrazolo[1,5-a]pyridine-3-carbonitrile hydrochloride Cl.CN1N=CC(=C1)C=1C=C(C=2N(C1)N=CC2C#N)C=2C=NC(=CC2)N2CCNCC2